C1=CC=CC=2C3=CC=CC=C3C(=CC12)[Si](OCC)(OCC)OCC 9-phenanthrenyltriethoxysilane